(1S)-3-[1-(2,6-dioxo-3-piperidyl)-3-methyl-2-oxo-benzimidazol-4-yl]-1-methyl-propoxylpiperidine-1-carboxylate O=C1NC(CCC1N1C(N(C2=C1C=CC=C2CC[C@@H](OC2N(CCCC2)C(=O)[O-])C)C)=O)=O